(R)-3-aminotetrahydropyran hydrochloride Cl.N[C@H]1COCCC1